FC1=CC=C(C=C1)N1N=C(C(=C1O)C=O)C 1-(4-fluorophenyl)-5-hydroxy-3-methyl-1H-pyrazole-4-formaldehyde